(S)-(7-((3-(1-hydroxycyclobutyl)prop-2-yn-1-yl)oxy)-5-methyl-4-oxo-2,3,4,5-tetrahydrobenzo[b][1,4]oxazepin-3-yl)carbamic acid tert-butyl ester C(C)(C)(C)OC(N[C@@H]1C(N(C2=C(OC1)C=CC(=C2)OCC#CC2(CCC2)O)C)=O)=O